C1[C@H](CN2[C@@H]1C(=O)N[C@H](C(=O)N[C@@H](C(=O)N[C@H](C(=O)N[C@H](C(=O)N[C@H](C2=O)CC3=CC=CC=C3)CC4=CC=C(C=C4)OCC5=CC=CC=C5)CCCCN)CC6=CNC7=CC=CC=C76)C8=CC=CC=C8)OC(=O)NCCN The molecule is a six-membered homodetic cyclic peptide composed from L-phenylglycyl, D-tryptophyl, L-lysyl, O-benzyl-L-tyrosyl, L-phenylalanyl and modified L-hydroxyproline residues joined in sequence. A somatostatin analogue with pharmacologic properties mimicking those of the natural hormone somatostatin; used (as its diaspartate salt) for treatment of Cushing's disease. It has a role as an antineoplastic agent. It is a homodetic cyclic peptide and a peptide hormone. It is a conjugate base of a pasireotide(2+).